C(C)OC=1C=C(C=C(C1O)I)C(C)O 1-(3-ethoxy-4-hydroxy-5-iodophenyl)ethanol